2,2'-(2-chloro-p-phenylene)bis(3,1-benzoxazine) ClC1=C(C=CC(=C1)C1N=C2C(=CO1)C=CC=C2)C2N=C1C(=CO2)C=CC=C1